4-(furan-2-yl)butane-2-thiol O1C(=CC=C1)CCC(C)S